(4S)-isobutyldihydrofuran-2-one C(C(C)C)C1C(OCC1)=O